N[C@H]1CN(CCC1)C1=NC2=C(N1CC1=C(C=C(C#N)C=C1)Cl)C=CC=C2 (R)-4-((2-(3-Aminopiperidin-1-yl)-1H-benzo[d]imidazol-1-yl)methyl)-3-chlorobenzonitril